N1=C(C=CC=C1)C(CC(=O)C1=NC=CC=C1)=O 1,3-Di-(pyridin-2-yl)-propan-1,3-dion